N-cyano-4-(4-cyclohexylphenoxy)benzamide C(#N)NC(C1=CC=C(C=C1)OC1=CC=C(C=C1)C1CCCCC1)=O